ClC1=NC(=NC(=C1C)N1CCC(CC1)OC=1C=NC(=CC1)OC)C(=O)NNC(C)C 4-chloro-N'-isopropyl-6-(4-((6-methoxypyridin-3-yl)oxy)piperidin-1-yl)-5-methylpyrimidine-2-carbohydrazide